O1CCC2=C1C=CC(=C2)C(N2CCNCC2)C=2C=CC1=C(CCO1)C2 1-(bis(2,3-dihydrobenzofuran-5-yl)methyl)piperazine